C(C1=CC=CC=C1)(=O)C1=CN(C(C2=CC(=C(C=C12)OC)OC)=O)C1=NOC2=C1C=C(C=C2)C 4-benzoyl-6,7-dimethoxy-2-(5-methylbenzo[d]isoxazol-3-yl)isoquinolin-1(2H)-one